ClC1=C(OC(C(=O)N)C)C=CC(=C1)Cl 2-(2,4-dichlorophenoxy)propionamide